3-(1-oxo-4-(propylthio)isoindolin-2-yl)piperidine-2,6-dione O=C1N(CC2=C(C=CC=C12)SCCC)C1C(NC(CC1)=O)=O